N-(6-amino-5-ethyl-3-pyridyl)-2-oxo-2-[(2R,5S)-5-methyl-2-[3-methyl-2-(1-methyl-4-piperidyl)-7-quinolyl]-1-piperidyl]acetamide NC1=C(C=C(C=N1)NC(C(N1[C@H](CC[C@@H](C1)C)C1=CC=C2C=C(C(=NC2=C1)C1CCN(CC1)C)C)=O)=O)CC